O=C(CCCC)NC(=O)[O-] 1-oxopentanecarbamate